methyl 2-((t-butoxycarbonyl) amino)-5-oxo-4-phenylhexanoate C(C)(C)(C)OC(=O)NC(C(=O)OC)CC(C(C)=O)C1=CC=CC=C1